N-[2-(benzylamino)-2-oxo-1-phenylethyl]-N-(3,4-dichlorophenyl)prop-2-ynamide C(C1=CC=CC=C1)NC(C(C1=CC=CC=C1)N(C(C#C)=O)C1=CC(=C(C=C1)Cl)Cl)=O